7-chloro-N-(1-(4-methoxyphenyl)piperidin-4-yl)quinazolin-4-amine ClC1=CC=C2C(=NC=NC2=C1)NC1CCN(CC1)C1=CC=C(C=C1)OC